N,N-dimethylethylamine butyl-acetate C(CCC)OC(C)=O.CN(C)CC